(S)-N-((6-aminopyridin-3-yl)methyl)-3-((3-isopropylbenzyl)amino)-4-oxo-4,6,7,8-tetrahydropyrrolo[1,2-a]pyrazine-6-carboxamide trifluoroacetate FC(C(=O)O)(F)F.NC1=CC=C(C=N1)CNC(=O)[C@@H]1CCC=2N1C(C(=NC2)NCC2=CC(=CC=C2)C(C)C)=O